7-(8-ethynyl-7-fluoronaphthalen-1-yl)-8-fluoro-N-methyl-2-(((S)-5-methyl-5-azaspiro[2.4]heptan-6-yl)methoxy)-N-((R)-pyrrolidin-3-yl)pyrido[4,3-d]pyrimidin-4-amine C(#C)C=1C(=CC=C2C=CC=C(C12)C1=C(C=2N=C(N=C(C2C=N1)N([C@H]1CNCC1)C)OC[C@H]1N(CC2(CC2)C1)C)F)F